2-(Cyclopent-1-en-1-yl)-N,N-dimethyl-5-nitrobenzamide C1(=CCCC1)C1=C(C(=O)N(C)C)C=C(C=C1)[N+](=O)[O-]